3-(benzyloxy)-2-fluoro-6-(1-((2-(trimethylsilyl)ethoxy)methyl)-1H-pyrazol-4-yl)pyridine C(C1=CC=CC=C1)OC=1C(=NC(=CC1)C=1C=NN(C1)COCC[Si](C)(C)C)F